N(N=C1SC2=C(N1CC)C=CC(=C2)S(=O)(=O)O)=C2SC1=C(N2CC)C=CC(=C1)S(=O)(=O)O 2,2'-azino-bis-{3-ethylbenzothiazoline-6-sulfonic acid}